(4S,12aS)-N-[(4-Fluorophenyl)methyl]-7-hydroxy-1,4-dimethyl-6,8-dioxo-1,2,3,4,6,8,12,12a-octahydropyrido[1',2':4,5]pyrazino[1,2-a]pyrimidine-9-carboxamide FC1=CC=C(C=C1)CNC(=O)C=1C(C(=C2N(C[C@@H]3N([C@H](CCN3C)C)C2=O)C1)O)=O